di(ethyl)-methyl-ethoxysilane C(C)[Si](OCC)(C)CC